fluorenylmethoxycarbonyl-O-tertiary butyl-L-threonine C1(=CC=CC=2C3=CC=CC=C3CC12)COC(=O)N[C@@H]([C@H](OC(C)(C)C)C)C(=O)O